COC1=CC=C(C=C1)CN1C(C2(C3=CC=C(C=C13)C(F)(F)F)CCC1=CC=CC=C12)=O [(4-methoxyphenyl)methyl]-6'-(trifluoromethyl)spiro[indane-1,3'-indoline]-2'-one